C(#N)C1=NC=C(C=N1)C=1C=C2C(=NC1)NN=C2C(=O)C=2C(=C(C(=CC2)F)NS(=O)(=O)CCC)F N-[3-[5-(2-cyanopyrimidin-5-yl)-1H-pyrazolo[3,4-b]Pyridine-3-carbonyl]-2,6-difluorophenyl]Propane-1-sulfonamide